N-[[6-(1-Methylcycloheptoxy)-2-pyridyl]sulfonyl]-2-(2,2,4-trimethylpyrrolidin-1-yl)pyridin-3-carboxamid CC1(CCCCCC1)OC1=CC=CC(=N1)S(=O)(=O)NC(=O)C=1C(=NC=CC1)N1C(CC(C1)C)(C)C